NC1=NN(C(S1)=O)CCC#N 3-(5-amino-2-oxo-1,3,4-thiadiazol-3(2H)-yl)propanenitrile